COC(C1=C(C(=CC=C1Cl)[N+](=O)[O-])Cl)=O 2,6-dichloro-3-nitro-benzoic acid methyl ester